ClC=1C=CC(=C(C1)C=1C=C2C(=NN=C(C2=CC1)NCC1=C(C=C(C=C1)OC)OC)C)P(=O)(C)C 6-(5-chloro-2-dimethylphosphorylphenyl)-N-[(2,4-dimethoxyphenyl)methyl]-4-methylphthalazin-1-amine